butyl di-(3-pentyl) phosphate P(=O)(OCCCC)(OC(CC)CC)OC(CC)CC